C1(=CC=CC=C1)N1COC(=C1C(F)(F)F)CC=C 3-phenyl-5-allyl-4-trifluoromethyl-oxazole